3-amino-3-({1-hydroxy-3-[(2-methylpropanoyl)oxy]propan-2-yl}carbamoyl)propanoic acid NC(CC(=O)O)C(NC(CO)COC(C(C)C)=O)=O